FC=1C=C2NC=C(C2=NC1)CC#N 2-(3-fluoro-5,9-diazabicyclo[4.3.0]nona-1,3,5,7-tetraen-7-yl)acetonitrile